tert-Butyl 6-chloro-3-[[(1R)-1-[2-(2-cyano-3-fluoro-phenyl)-3,6-dimethyl-4-oxo-chromen-8-yl]ethyl]amino]pyridine-2-carboxylate ClC1=CC=C(C(=N1)C(=O)OC(C)(C)C)N[C@H](C)C=1C=C(C=C2C(C(=C(OC12)C1=C(C(=CC=C1)F)C#N)C)=O)C